S(=O)(=O)(O)O.C(N)(OC)=S.COC(N)=S Methyl thiocarbamate hemisulfate